(1S,2S)-N-(4-(2-chloro-3-hydroxy-6-methylphenyl)-[1,2,4]triazolo[4,3-a][1,6]naphthyridin-8-yl)-2-fluorocyclopropane-1-carboxamide ClC1=C(C(=CC=C1O)C)C=1C=2N(C3=CC(=NC=C3C1)NC(=O)[C@H]1[C@H](C1)F)C=NN2